CN(C)C=C(C(=O)[O-])C(C)=O 2-((dimethylamino) methylene)-3-oxobutanoate